tert-Butyl ((2s)-1-((3'-(diethylamino)-3H-spiro[isobenzofuran-1,9'-xanthen]-6'-yl)amino)-4-methyl-1-oxopentan-2-yl)carbamate C(C)N(C=1C=CC=2C3(C4=CC=C(C=C4OC2C1)NC([C@H](CC(C)C)NC(OC(C)(C)C)=O)=O)OCC1=CC=CC=C13)CC